4-fluoro-6-azaspiro[2.5]octane-6-sulfonamide FC1C2(CC2)CCN(C1)S(=O)(=O)N